ClC1=CC(=C2[C@@H](CCOC2=C1)N1CCN(CC1)C(=O)OC(C)(C)C)C1=C2C(=NC=C1)C=C(S2)CN2C(CCC2=O)=O tert-butyl 4-[(4R)-7-chloro-5-[2-[(2,5-dioxopyrrolidin-1-yl)methyl]thieno[3,2-b]pyridin-7-yl]chroman-4-yl]piperazine-1-carboxylate